Cl.FC(OC1=CC=C(CNC2=CC=C(C(=O)N[N+]3=CC=CC=C3)C=C2)C=C1)(F)F 1-(4-((4-(trifluoromethoxy)benzyl)amino)benzamido)pyridin-1-ium hydrochloride